C(#N)[C@H](C[C@H]1C(NCC1)=O)NC(=O)[C@H]1N(CC2(CC2)C1)C([C@@H](C(C)(C)C)C(C1=C(C=CC(=C1)Cl)Cl)=O)=O (S)-N-((S)-1-cyano-2-((S)-2-oxopyrrolidin-3-yl)ethyl)-5-((S)-2-(2,5-dichlorobenzoyl)-3,3-dimethylbutyryl)-5-azaspiro[2.4]heptane-6-carboxamide